3-cyclohexanemethanol C1CC(CCC1)CO